1-(7-(8-ethyl-7-fluoro-3-hydroxynaphthalen-1-yl)-8-fluoro-2-(((S)-1-methylpyrrolidin-2-yl)methoxy)pyrido[4,3-d]pyrimidin-4-yl)azepane-4-carboxylic acid C(C)C=1C(=CC=C2C=C(C=C(C12)C1=C(C=2N=C(N=C(C2C=N1)N1CCC(CCC1)C(=O)O)OC[C@H]1N(CCC1)C)F)O)F